4-(((1R,3R,5S)-8-azabicyclo[3.2.1]octan-3-yloxy)methyl)-5-cyclopropyl-3-(2,6-difluorophenyl)isoxazole hydrochloride Cl.[C@H]12CC(C[C@H](CC1)N2)OCC=2C(=NOC2C2CC2)C2=C(C=CC=C2F)F